C(C)OC(=O)C1=CC=2C(=NC=CC2)N1 Pyrrolo[2,3-b]Pyridine-2-carboxylic acid ethyl ester